C1(CC1)N1N=C2C(N(C(N([C@H]2C)C2CCN(CC2)C2=C(C=CC=C2F)C(F)F)=O)CC2=C(C=CC=C2)C(F)(F)F)=C1 (S)-2-Cyclopropyl-6-[1-(2-difluoromethyl-6-fluoro-phenyl)-piperidin-4-yl]-7-methyl-4-(2-trifluoromethyl-benzyl)-2,4,6,7-tetrahydro-pyrazolo[4,3-d]pyrimidin-5-on